(R)-N-(1-methyl-1H-pyrrolo[2,3-c]pyridin-5-yl)-N-(piperidin-3-yl)-4-(pyridin-2-ylamino)benzamide CN1C=CC=2C1=CN=C(C2)N(C(C2=CC=C(C=C2)NC2=NC=CC=C2)=O)[C@H]2CNCCC2